C(C)(C)(C)OC(N(C)C=1C=NC(=CC1Br)OC)=O N-(4-bromo-6-methoxy-3-pyridinyl)-N-methyl-carbamic acid tert-butyl ester